N-ethyl-2-(5-methoxy-1H-pyrrolo[2,3-b]pyridin-3-yl)-N-methylethan-1-amine C(C)N(CCC1=CNC2=NC=C(C=C21)OC)C